BrC1=C2C(N(C(C2=CC=C1CN1CCNCC1)=O)C1C(NC(CC1)=O)=O)=O 4-bromo-2-(2,6-dioxopiperidin-3-yl)-5-(piperazin-1-ylmethyl)isoindoline-1,3-dione